5-((3aS,4S,6aR)-2-oxohexahydro-1H-thieno[3,4-d]Imidazol-4-yl)pentanamide O=C1N[C@H]2[C@@H](N1)CS[C@H]2CCCCC(=O)N